1-((2,2-Difluorocyclobutyl)methyl)-N-((S)-(4,4-difluorocyclohexyl)(5-((R)-1-(4,4,4-trifluorobutanamido)ethyl)-1H-benzo[d]imidazol-2-yl)methyl)-1H-1,2,3-triazole-5-carboxamide FC1(C(CC1)CN1N=NC=C1C(=O)N[C@H](C1=NC2=C(N1)C=CC(=C2)[C@@H](C)NC(CCC(F)(F)F)=O)C2CCC(CC2)(F)F)F